O1C2=C(C=CC1=O)C=CC1=CC=CC=C12 2H-naphtho[1,2-b]pyran-2-one